6-methyl-1,4-diazepane CC1CNCCNC1